C(CCC)C1N(S(C2=C(N(C1)C1=CC=C(C=C1)F)C=C(C(=C2)O)SC)(=O)=O)C 3-butyl-5-(4-fluorophenyl)-8-hydroxy-2-methyl-7-(methylsulfanyl)-2,3,4,5-tetrahydro-1,2,5-benzothiadiazepine 1,1-dioxide